ClC=1C=C2C(N(C(=NC2=CC1)[C@@H](CCC)N1CCN(C[C@H](C1)C)C)CC)=O 6-chloro-2-((R)-1-((R)-4,6-dimethyl-1,4-diazepan-1-yl)butyl)-3-ethylquinazolin-4(3H)-one